FC1(CNCCN(C1)C(=O)N1[C@H](C2=CC=CC=C2CC1)C1=CC=C(C=C1)F)F (S)-(6,6-difluoro-1,4-diazepan-1-yl)(1-(4-fluorophenyl)-3,4-dihydroisoquinolin-2(1H)-yl)methanone